ClC=1C=C2C(=NC=NC2=C(C1)S(=O)(=O)C(F)F)OC1OCCCC1 6-chloro-8-(difluoromethylsulfonyl)-4-tetrahydropyran-2-yloxy-quinazoline